OC=1C(=C2COC(C2=CC1)=O)CC(=C)C 5-hydroxy-4-(2-methylallyl)isobenzofuran-1(3H)-one